C(C#CC)O 2-butyne-1-ol